CN1CCN(CC1)C1=NC=CC=C1C=1C=CC=2N(C1)N=CC2C#N 6-(4-methylpiperazin-1-ylpyridin-3-yl)pyrazolo[1,5-a]pyridine-3-carbonitrile